C1(CC1)NC1=NC(=CC2=C1N=C(N=C2)N[C@@H]2COCC[C@@H]2NC(C=C)=O)C2=C(C(=CC(=C2Cl)OC)OC)Cl N-((3S,4S)-3-((8-(cyclopropylamino)-6-(2,6-dichloro-3,5-dimethoxyphenyl)pyrido[3,4-d]pyrimidin-2-yl)amino)tetrahydro-2H-pyran-4-yl)acrylamide